C(#C)[C@]1(C(N([C@@H]2C[C@H]12)C)=O)O (1R,4R,5S)-4-ethynyl-4-hydroxy-2-methyl-2-azabicyclo[3.1.0]hexan-3-one